NC1=NC=2C=CC(=CC2C2=C1C=NN2CCOC)C(=O)OC methyl 4-amino-1-(2-methoxyethyl)-1H-pyrazolo[4,3-c]quinoline-8-carboxylate